1,4-bis(1-methoxy-1-methylethyl)benzene COC(C)(C)C1=CC=C(C=C1)C(C)(OC)C